(S)-N-(amino(2-(2-hydroxypropan-2-yl)thiazol-5-yl)(oxo)-λ6-sulfaneylidene)-2-(4,6-diisopropyl-2,3-dihydro-1H-inden-5-yl)acetamide N[S@@](=NC(CC=1C(=C2CCCC2=CC1C(C)C)C(C)C)=O)(=O)C1=CN=C(S1)C(C)(C)O